BrC=1C=C(C=CC1)C#CCO 3-(3-bromophenyl)-2-propyn-1-ol